4-(4-(7-bromo-4-chloro-2H-indazol-6-yl)phenyl)morpholine BrC1=C(C=C(C2=CNN=C12)Cl)C1=CC=C(C=C1)N1CCOCC1